CN(CCNC(=O)NC1=CC=C(C=C1)C=1C=CC2=C(N(C=N2)C2=CC=C(C=C2)C2=C(C=CC=C2)F)C1)C 1-(2-(dimethylamino)ethyl)-3-(4-(1-(2'-fluoro-[1,1'-biphenyl]-4-yl)-1H-benzo[d]imidazol-6-yl)phenyl)urea